ClC1=NC=C(C(=N1)C1=CC=C2CN(C(C2=C1)=O)CC=1N=NN(C1)C)Cl 6-(2,5-dichloropyrimidin-4-yl)-2-[(1-methyl-1H-1,2,3-triazol-4-yl)methyl]-2,3-dihydro-1H-isoindol-1-one